heptane Palladium(II) acetate C(C)(=O)[O-].[Pd+2].CCCCCCC.C(C)(=O)[O-]